2,7-bis(4-amino-3-trifluoromethylphenyl)-9-fluorenone NC1=C(C=C(C=C1)C1=CC=2C(C3=CC(=CC=C3C2C=C1)C1=CC(=C(C=C1)N)C(F)(F)F)=O)C(F)(F)F